6-((2S,4R)-2-(1-cyclopropyl-1H-pyrazol-4-yl)tetrahydro-2H-pyran-4-yl)-2,3-dimethyl-8-(6-(trifluoromethyl)pyridin-3-yl)pyrimido[5,4-d]pyrimidin-4(3H)-one C1(CC1)N1N=CC(=C1)[C@H]1OCC[C@H](C1)C=1N=C(C=2N=C(N(C(C2N1)=O)C)C)C=1C=NC(=CC1)C(F)(F)F